3-chloro-9,9-spirobifluorene ClC=1C=CC=2C3(C4=CC=CC=C4C2C1)C1=CC=CC=C1C=1C=CC=CC13